NC1=NN2C(N=CC=C2)=C1C(=O)NC(C)C=1C=C(C2=CNN=C2C1C=1CCNCC1)Cl 2-Amino-N-{1-[4-chloro-7-(1,2,3,6-tetrahydropyridin-4-yl)-2H-indazol-6-yl]ethyl}pyrazolo[1,5-a]pyrimidine-3-carboxamide